4-((R)-tetrahydro-2H-pyran-3-ylamino)-2-((1r,4R)-4-(2,2,2-trifluoroethoxy)cyclohexylamino)pyrimidine-5-carboxamide O1C[C@@H](CCC1)NC1=NC(=NC=C1C(=O)N)NC1CCC(CC1)OCC(F)(F)F